The molecule is an erythromycin cation resulting from the protonation of the tertiary amino group of erythromycin D; the major species at pH 7.3. It is a conjugate acid of an erythromycin D. CC[C@@H]1[C@@H]([C@@H]([C@H](C(=O)[C@@H](C[C@@]([C@@H]([C@H]([C@@H]([C@H](C(=O)O1)C)O[C@H]2C[C@@]([C@H]([C@@H](O2)C)O)(C)O)C)O[C@H]3[C@@H]([C@H](C[C@H](O3)C)[NH+](C)C)O)(C)O)C)C)O)C